ClC1=CC=2N(C3=CC=CC=C3SC2C=C1)CCCN1CCN(CC1)CCO 2-[4-[3-(2-chlorophenothiazin-10-yl)propyl]piperazin-1-yl]ethanol